N=1N=C(N2C1C=CC=C2)C(=O)O [1,2,4]triazolo[4,3-a]-pyridine-3-carboxylic acid